BrC(C(=O)OCCN1C(C2C3(C=C(C(C2C1=O)(O3)C(C)O)OC3=CC=CC=C3)CO)=O)(C)C 2-(4-(1-hydroxyethyl)-7-(hydroxymethyl)-1,3-dioxo-5-phenoxy-1,3,3a,4,7,7a-hexahydro-2H-4,7-epoxyisoindol-2-yl)ethyl 2-bromo-2-methylpropanoate